4-(4-chlorophenyl)-N-(5,5-difluoro-1-methylpiperidin-3-yl)phthalazin-1-amine ClC1=CC=C(C=C1)C1=NN=C(C2=CC=CC=C12)NC1CN(CC(C1)(F)F)C